O=C1N=CN=CC=C1 2-oxo-1,6-diazepine